C(C(C)C)NC(=O)C1=C(OC2=C1C=CC=C2)C(C2=CC=CC=C2)Cl (3-isobutylcarbamoylbenzofuran-2-yl)benzyl chloride